methyl 2-(tert-butoxycarbonylamino)-8-methyl-imidazo[1,2-a]pyrazine-6-carboxylate C(C)(C)(C)OC(=O)NC=1N=C2N(C=C(N=C2C)C(=O)OC)C1